2-(2'-Hydroxy-5'-tert-octylphenyl)benzotriazole OC1=C(C=C(C=C1)C(C)(C)CC(C)(C)C)N1N=C2C(=N1)C=CC=C2